4-(((5-(2-(ethyl(isopropyl)carbamoyl)-4-fluorophenoxy)pyrimidin-4-yl)amino)methyl)piperidine-1-carboxylic acid tert-butyl ester C(C)(C)(C)OC(=O)N1CCC(CC1)CNC1=NC=NC=C1OC1=C(C=C(C=C1)F)C(N(C(C)C)CC)=O